O1[C@@H]2[C@H](CC1)COC2 (3S,3aR,6aR)-Hexahydrofuro[3,4-b]furan